CN(C(OC(C)(C)C)=O)C=1N=NC(=CC1C1=CC=C2C=3C=4NC[C@H](NC(C4SC3C=CC2=N1)=O)C)C=C tert-butyl N-methyl-N-[4-[(15R)-15-methyl-13-oxo-11-thia-6,14,17-triazatetracyclo[8.8.0.0^2,7.0^12,18]octadeca-1(10),2,4,6,8,12(18)-hexaen-5-yl]-6-vinyl-pyridazin-3-yl]carbamate